(R)-6-(4-chlorophenyl)-8-(pyridin-3-yl)-3-(3,3,3-trifluoro-2-hydroxypropyl)pyrido[3,4-d]pyrimidin-4(3H)-one ClC1=CC=C(C=C1)C1=CC2=C(N=CN(C2=O)C[C@H](C(F)(F)F)O)C(=N1)C=1C=NC=CC1